tert-butyl (2S,4R)-4-((tert-butyldimethylsilyl)oxy)-2-((4-(6-(trifluoromethyl)pyridin-2-yl)piperazin-1-yl)methyl)pyrrolidine-1-carboxylate [Si](C)(C)(C(C)(C)C)O[C@@H]1C[C@H](N(C1)C(=O)OC(C)(C)C)CN1CCN(CC1)C1=NC(=CC=C1)C(F)(F)F